FC1=C(C(=CC=C1)F)C1CCC(CC1)C=1C(N(C2=NC(=CC=C2C1)C)CC1=NC=CC=C1C(F)(F)F)=O 3-((1r,4r)-4-(2,6-difluorophenyl)cyclohexyl)-7-methyl-1-((3-(trifluoromethyl)pyridin-2-yl)methyl)-1,8-naphthyridin-2(1H)-one